4-[(2',3'-dihydrospiro[cyclopropane-1,1'-indene]-7'-yl)methyl]-1H-imidazole C12(CCC3=CC=CC(=C13)CC=1N=CNC1)CC2